BrC=1C=NN(C1C1=C(C#N)C(=CC(=C1F)NCCN(C)C)OC1CC1)C 2-(4-bromo-1-methyl-1H-pyrazol-5-yl)-6-cyclopropoxy-4-((2-(dimethylamino)ethyl)amino)-3-fluorobenzonitrile